1-(3-(3-(4-(trifluoromethyl)phenyl)-1H-indazol-1-yl)pyrrolidin-1-yl)prop-2-yn-1-one FC(C1=CC=C(C=C1)C1=NN(C2=CC=CC=C12)C1CN(CC1)C(C#C)=O)(F)F